NC1=NC2=CC(=CC=C2C=C1Br)OC[C@@]1([C@H]([C@H]([C@@H](C1)N1C=CC2=C1N=CN=C2N)O)O)C (1S,2R,3R,5R)-3-(((2-amino-3-bromoquinolin-7-yl)oxy)methyl)-5-(4-amino-7H-pyrrolo[2,3-d]pyrimidin-7-yl)-3-methylcyclopentan-1,2-diol